CC1=CC=C(C=C1)SC1NNC(P1C1=CC=CC=C1)C1=CC=CC=C1 3-[(4-methylphenyl)thio]-4,5-diphenyl-1,2,4-diazaphospholane